N-[5-[3-(3,3-dimethylbutoxy)phenyl]-4-(2-vinylphenyl)thiazol-2-yl]-6-fluoro-pyridine-2-sulfonamide CC(CCOC=1C=C(C=CC1)C1=C(N=C(S1)NS(=O)(=O)C1=NC(=CC=C1)F)C1=C(C=CC=C1)C=C)(C)C